2-methyl-5-(piperidin-4-yloxy)pyridine CC1=NC=C(C=C1)OC1CCNCC1